N,6-dimethyl-5-(piperazin-1-yl)picolinamide tert-butyl-4-(2-methyl-6-(methylcarbamoyl)pyridin-3-yl)piperazine-1-carboxylate C(C)(C)(C)OC(=O)N1CCN(CC1)C=1C(=NC(=CC1)C(NC)=O)C.CNC(C1=NC(=C(C=C1)N1CCNCC1)C)=O